(4-(4-Methylpyridin-3-yl)phenyl)methylamine CC1=C(C=NC=C1)C1=CC=C(C=C1)CN